(2S,4R)-4-(2,3-dichloro-6-methoxyphenyl)piperidine-1,2-dicarboxylic acid 1-tert-butyl ester 2-methyl ester COC(=O)[C@H]1N(CC[C@H](C1)C1=C(C(=CC=C1OC)Cl)Cl)C(=O)OC(C)(C)C